C(C)OC(=O)C=1C(=NC(=NC1)COC)O 4-hydroxy-2-(methoxymethyl)pyrimidine-5-carboxylic acid ethyl ester